[3-(dimethylcarbamoyl)-2-phenylpyrazolo[1,5-a]pyridin-6-yl]carbamic acid tert-butyl ester C(C)(C)(C)OC(NC=1C=CC=2N(C1)N=C(C2C(N(C)C)=O)C2=CC=CC=C2)=O